C[Si](OC1=CC=CC=C1)(OC1=CC=CC=C1)C Dimethyl-diphenoxysilane